COC1=C(C(=C(C2=C1C(=O)CC(O2)C3=CC=C(C=C3)O)OC)OC)OC The molecule is a methoxyflavanone that is flavanone substituted by methoxy groups at positions 5, 6, 7 and 8 and a hydroxy group at position 4'. It is a methoxyflavanone, a monohydroxyflavanone and a member of 4'-hydroxyflavanones. It derives from a flavanone.